1-(naphthalene-2-yl)ethane C1=C(C=CC2=CC=CC=C12)CC